1,3-bis[2-[2-(2-azidoethoxy)ethoxy]ethoxy]propan N(=[N+]=[N-])CCOCCOCCOCCCOCCOCCOCCN=[N+]=[N-]